NC1=C(C=NC(=N1)Cl)OC 6-Amino-2-chloro-5-meth-oxypyrimidin